ethyl 5-bromo-3-((2-(2-ethoxy-2-oxoethyl) phenoxy) methyl)-1H-indazole-1-carboxylate BrC=1C=C2C(=NN(C2=CC1)C(=O)OCC)COC1=C(C=CC=C1)CC(=O)OCC